{1-[4-(6-ethoxy-pyrazin-2-yl)-2,6-difluoro-phenyl]Pyrrolidin-3-yl}-acetic acid ethyl ester C(C)OC(CC1CN(CC1)C1=C(C=C(C=C1F)C1=NC(=CN=C1)OCC)F)=O